(S)-7-(trifluoromethyl)chroman-4-ol FC(C1=CC=C2[C@H](CCOC2=C1)O)(F)F